3,6-Dichloro-4-(methoxymethyl)-5-methylpyridazine ClC=1N=NC(=C(C1COC)C)Cl